CN1C=NC2=C1C(=C(C=C2C2=CC=C(C=C2)OC(F)(F)F)CNC(C=C)=O)[S@@](=O)(=N)C (R)-N-((1-methyl-7-(S-methylsulfonimidoyl)-4-(4-(trifluoromethoxy)phenyl)-1H-benzo[d]imidazol-6-yl)methyl)acrylamide